N-octadecyl-2-(3-methoxy-4-benzyloxyphenyl)-7-methoxy-3,5-dibenzyloxyquinolin-4-one C(CCCCCCCCCCCCCCCCC)N1C(=C(C(C2=C(C=C(C=C12)OC)OCC1=CC=CC=C1)=O)OCC1=CC=CC=C1)C1=CC(=C(C=C1)OCC1=CC=CC=C1)OC